C(C1=CC=CC=C1)NC(CCCCCCC\C=C/C\C=C/CCCCC)=O N-Benzyl-linoleamide